Pentanamide dihydrobromide Br.Br.C(CCCC)(=O)N